FC(C(C)N1N=C(C(=C1)NC=O)OC1COC1)F N-[1-[2,2-difluoro-1-methyl-ethyl]-3-(oxetan-3-yloxy)pyrazol-4-yl]carboxamide